IC1=CC=C(N=N1)N 6-iodopyridazin-3-amine